(1R,2S,4S,5R,6R)-3,7,9-trioxatricyclo[4.2.1.02,4]nonan-5-yl 4-methylbenzenesulfonate CC1=CC=C(C=C1)S(=O)(=O)O[C@@H]1[C@H]2O[C@H]2[C@H]2CO[C@@H]1O2